1-(1-(4-(tert-butyl)phenyl)-4,4-dimethyl-1,4,5,6-tetrahydropyridin-3-yl)-2,2,2-trifluoroethanone C(C)(C)(C)C1=CC=C(C=C1)N1C=C(C(CC1)(C)C)C(C(F)(F)F)=O